Cl.NC=1C=CC(=NC1C)C=1N=NN(C1NC(OC(C)C=1C(=NC=C(C1)F)F)=O)C 1-(2,5-difluoropyridin-3-yl)ethyl (4-(5-amino-6-methylpyridin-2-yl)-1-methyl-1H-1,2,3-triazol-5-yl)carbamate hydrochloride